didecyldiethyl-ammonium bromide [Br-].C(CCCCCCCCC)[N+](CC)(CC)CCCCCCCCCC